O=C1NC(CCC1N1C(C2=CC=CC(=C2C1=O)SCCOCCI)=O)=O 2-(2,6-dioxopiperidin-3-yl)-4-(2-(2-iodoethoxy)ethylthio)isoindoline-1,3-dione